N-(4-oxochroman-7-yl)acetamide O=C1CCOC2=CC(=CC=C12)NC(C)=O